2-Methyl-5-(2-methyl-9H-xanthen-9-yl)-4-phenyloxazole CC=1OC(=C(N1)C1=CC=CC=C1)C1C2=CC=CC=C2OC=2C=CC(=CC12)C